methyl-(4-oxobutyl)carbamic acid tert-butyl ester C(C)(C)(C)OC(N(CCCC=O)C)=O